(R)-4-(4-{[imino(methyl)oxo-λ6-sulfanyl]methyl}piperidin-1-yl)-8-methoxyquinoline-3-carbonitrile N=[S@@](=O)(C)CC1CCN(CC1)C1=C(C=NC2=C(C=CC=C12)OC)C#N